(±)-4-(2-Oxo-1,4-dihydro-2H-quinazolin-3-yl)-piperidine-1-carboxylic acid [1-(7-methyl-1H-indazol-5-ylmethyl)-2-oxo-2-(4-pyridin-2-yl-piperazin-1-yl)-ethyl]-amide CC=1C=C(C=C2C=NNC12)C[C@H](C(N1CCN(CC1)C1=NC=CC=C1)=O)NC(=O)N1CCC(CC1)N1C(NC2=CC=CC=C2C1)=O |r|